FC=1C(=CC=C2C(=NN(C12)C)C1C(NC(CC1)=O)=O)C1CCN(CC1)C[C@@H]1[C@@H](CNCC1)F 3-(7-fluoro-6-(1-(((3S,4R)-3-fluoropiperidin-4-yl)methyl)piperidin-4-yl)-1-methyl-1H-indazol-3-yl)piperidine-2,6-dione